methyl 4-(2-fluoro-3-(3-(6-methylpyridin-3-yl)ureido)benzyl)piperazine-1-carboxylate FC1=C(CN2CCN(CC2)C(=O)OC)C=CC=C1NC(=O)NC=1C=NC(=CC1)C